C(C)C=1C(=C(C=CC1)N[C@@H](CC(=O)O)C)[N+](=O)[O-] (R)-3-((3-Ethyl-2-nitrophenyl)amino)butanoic acid